N1N=CC(=C1)C1=CC=C(C=C1)NC1=NC(=NC=C1)N1CC2=C(CC1)C=C(N2C)C(=O)N(C)C2CC(C2)(F)F 6-(4-((4-(1H-pyrazol-4-yl)phenyl)amino)pyrimidin-2-yl)-N-(3,3-difluorocyclobutyl)-N,1-dimethyl-4,5,6,7-tetrahydro-1H-pyrrolo[2,3-c]pyridine-2-carboxamide